(1S,3S,4S)-2-((3-Chloro-2-methylphenyl)glycyl)-5,5-difluoro-N-((S,E)-4-fluoro-4-(methylsulfonyl)-1-((S)-2-oxopyrrolidin-3-yl)but-3-en-2-yl)-2-azabicyclo[2.2.2]octane-3-carboxamide ClC=1C(=C(C=CC1)NCC(=O)N1[C@@H]2CC([C@H]([C@H]1C(=O)N[C@@H](C[C@H]1C(NCC1)=O)\C=C(\S(=O)(=O)C)/F)CC2)(F)F)C